2-((3-(5-methyl-3-morpholino-8,9-dihydropyrido[3',2':4,5]pyrrolo[1,2-a]pyrazin-7(6H)-yl)-3-oxopropoxy)methyl)azetidin CC=1C2=C(N3C1CN(CC3)C(CCOCC3NCC3)=O)N=CC(=C2)N2CCOCC2